FC1=CC=C(C=C1)C(C)N1N=CC(=C1)N1CC=CC=2C(NCCC12)=O 1-(1-(1-(4-fluorophenyl)ethyl)-1H-pyrazol-4-yl)-7,8-dihydro-1,6-naphthyridin-5(6H)-one